O[C@H]([C@H](CC(C1=CC=CC=C1)OC(N)=O)NC(C(C(NC1=CC(=CC=C1)C(F)(F)F)=O)C)=O)C#CC carbamic acid [(2S,3S)-3-hydroxy-2-[[2-methyl-1,3-dioxo-3-[[3-(trifluoro-methyl)phenyl]amino]propyl]amino]4-hexynyl]-phenylmethylester